4-[[[methylphenylamino]methylene]amino]benzoic acid ethyl ester C(C)OC(C1=CC=C(C=C1)N=CN(C1=CC=CC=C1)C)=O